bis-(2,2,6,6-tetramethyl-4-piperidyl) adipate C(CCCCC(=O)OC1CC(NC(C1)(C)C)(C)C)(=O)OC1CC(NC(C1)(C)C)(C)C